7-(1-butoxyvinyl)-3-methyl-2-(piperidin-1-yl)thieno[3,2-d]pyrimidin-4(3H)-one C(CCC)OC(=C)C1=CSC2=C1N=C(N(C2=O)C)N2CCCCC2